N-allyl-N-(6-chlorohexynyl)-3,4-dimethoxybenzenesulfonamide C(C=C)N(S(=O)(=O)C1=CC(=C(C=C1)OC)OC)C#CCCCCCl